methyl-DL-phenylalanine CN[C@@H](CC1=CC=CC=C1)C(=O)O |r|